C(C1=CC=CC=C1)N1C(C(OC(C1)CCCCCCO[Si](C)(C)C(C)(C)C)C)=O 4-benzyl-6-(6-((tert-butyldimethylsilyl)oxy)hexyl)-2-methylmorpholin-3-one